C(CCCCCCCCCCCCCCCCCCCCCCCCCCCCCCCCC)(=O)OCCCCCCCCCCCCCCCCCCCCCC behenyl tetratriacontanoate